1-(1-(1-((4-Fluoropiperidin-4-yl)methyl)piperidin-4-yl)-6-methyl-1H-indol-5-yl)dihydropyrimidine FC1(CCNCC1)CN1CCC(CC1)N1C=CC2=CC(=C(C=C12)C)N1CNCC=C1